CC1=C(C(C(=O)O)O)C(=CC(=C1)C)C 2,4,6-trimethylmandelic acid